2-methyl-3,4-dihydronaphthalene CC1=CC2=CC=CC=C2CC1